(S)-3-chloro-5-(2,2-difluoroethoxy)-4-(5-(3,5-dimethylisoxazol-4-yl)-1-(tetrahydrofuran-3-yl)-1H-pyrrolo[2,3-b]pyridin-3-yl)benzoic acid ClC=1C=C(C(=O)O)C=C(C1C1=CN(C2=NC=C(C=C21)C=2C(=NOC2C)C)[C@@H]2COCC2)OCC(F)F